2-((1-(3-(1-acetylpiperidin-4-yl)-7-methyl-4-(methyl-d3)-5-oxo-4,5-dihydroimidazo[1,5-a]quinazolin-9-yl)ethyl-1-d)amino)-5-fluorobenzamide C(C)(=O)N1CCC(CC1)C=1N=CN2C1N(C(C1=CC(=CC(=C21)C(C)([2H])NC2=C(C(=O)N)C=C(C=C2)F)C)=O)C([2H])([2H])[2H]